(2R,3aS,6S,6aR)-6-((2-amino-3-chloroquinolin-7-yl)methyl)-2-(2,4-dimethyl-7H-pyrrolo[2,3-d]pyrimidin-7-yl)hexahydro-3aH-cyclopenta[b]furan-3,3a-diol NC1=NC2=CC(=CC=C2C=C1Cl)C[C@@H]1CC[C@]2([C@@H]1O[C@H](C2O)N2C=CC1=C2N=C(N=C1C)C)O